C(C=C)(=O)NCCCOCCOCCCNC(C=C)=O ethylene glycol bis(3-acryloylaminopropyl) ether